FC1=C(C=CC(=C1C)[N+](=O)[O-])C(=O)N1C(CN(CC1)C)C1=CC=CC=C1 (2-fluoro-3-methyl-4-nitrophenyl)-(4-methyl-2-phenylpiperazin-1-yl)methanone